C(C)OC(=O)C=1C(=NC(=CC1)Cl)CBr 2-(bromomethyl)-6-chloro-pyridine-3-carboxylic acid ethyl ester